9-(1-naphthyl)-10-[3-(1-naphthyl)phenyl]anthracene C1(=CC=CC2=CC=CC=C12)C=1C2=CC=CC=C2C(=C2C=CC=CC12)C1=CC(=CC=C1)C1=CC=CC2=CC=CC=C12